rac-(2s,4r)-4-(2-hydroxyethyl-2,2-d2)-2-phenylpiperidine-1-carboxylic acid tert-butyl ester C(C)(C)(C)OC(=O)N1[C@@H](C[C@@H](CC1)CC([2H])([2H])O)C1=CC=CC=C1 |r|